4,8-dimethyl-7-nonen-2-ol CC(CC(C)O)CCC=C(C)C